ClC1=NN2C(C(=N1)Cl)=CC=C2C(F)F 2,4-dichloro-7-(difluoromethyl)pyrrolo[2,1-f][1,2,4]triazine